tert-butyl 2-((4-chloro-2,6-difluorobenzyl) oxy)-3-bromo-5,8-dihydro-1,7-naphthyridine-7(6H)-carboxylate ClC1=CC(=C(COC2=NC=3CN(CCC3C=C2Br)C(=O)OC(C)(C)C)C(=C1)F)F